C(C)(C)(C)OC(=O)N1CCN(CC1)C=1C=CC(=C2N=C(OC21)C)C(=O)O 7-[4-(tert-butoxycarbonyl)piperazin-1-yl]-2-methyl-1,3-benzoxazole-4-carboxylic acid